methyl-2-(1-(cyclopropylmethyl)-1H-indol-2-yl)-3,4-dihydro-5-oxa-1,2-diazaacenaphthylene CC1C=2N(N=C3C=CC=C(OC1)C32)C=3N(C2=CC=CC=C2C3)CC3CC3